((2R,6S)-2,6-dimethylmorpholino)(3-(2,4,5-trifluoro-3-hydroxyphenyl)-1,2,4-oxadiazol-5-yl)methanone tert-butyl-(3'-fluoro-[1,4'-bipiperidin]-4-yl)carbamate C(C)(C)(C)N(C(O)=O)C1CCN(CC1)C1C(CNCC1)F.C[C@H]1O[C@H](CN(C1)C(=O)C1=NC(=NO1)C1=C(C(=C(C(=C1)F)F)O)F)C